NC=1N=C(C2=C(N1)C=C(C=N2)C=2C=NC(=CC2)CN2CCN(CC2)C)N[C@@](CO)(CCCC)C (R)-2-((2-Amino-7-(6-((4-methylpiperazin-1-yl)methyl)pyridin-3-yl)pyrido[3,2-d]pyrimidin-4-yl)amino)-2-methylhexan-1-ol